[C@H]1(CCCC=C1)C(C=O)=CC |r| (+-)-2-(5-cyclohexen-1-yl)-2-buten-1-one